6-methyl-mercaptopurine CC1=C2C(=NC(=S)N1)N=CN2